BrC1=C(C=CC(=C1)Cl)OC1CC(C1)(F)F 2-bromo-4-chloro-1-(3,3-difluorocyclobutyl)oxybenzene